Iodoamide I[NH-]